BrC1=C(C=C2C(=CN(C2=C1)CC(C)(C)C)[C@@H](C(F)(F)F)N[S@@](=O)C(C)(C)C)F (S)-N-((S)-1-(6-bromo-5-fluoro-1-neopentyl-1H-indol-3-yl)-2,2,2-trifluoroethyl)-2-methylpropane-2-sulfinamide